2-(trans-octahydrocyclopenta[c]pyrrol-5-yl)ethan-1-ol C1NCC2C1CC(C2)CCO